tert-Butyl 4-(2,6-dichloropyrimidin-4-yl)-3-(hydroxymethyl)-3-methylpiperazine-1-carboxylate ClC1=NC(=CC(=N1)N1C(CN(CC1)C(=O)OC(C)(C)C)(C)CO)Cl